P(=O)(O)(O)O[C@H]1C[C@@H](O[C@@H]1[C@@H](O)C)N1C(=O)NC(=O)C(C)=C1 5'-(S)-methyl-deoxythymidine-3'-phosphate